[3-fluoro-5-(1,1,2,2,3,3,3-heptafluoropropyl)-2-pyridyl]-5-nitro-2-thiazol-2-ylsulfanyl-benzamide FC=1C(=NC=C(C1)C(C(C(F)(F)F)(F)F)(F)F)C=1C(=C(C(=O)N)C=C(C1)[N+](=O)[O-])SC=1SC=CN1